C[C@@H]1OC2=C(C(NC1)=S)C=CC=C2[N+](=O)[O-] (S)-2-methyl-9-nitro-3,4-dihydrobenzo[f][1,4]oxazepine-5(2H)-thione